[3-(4-aminocinnolin-7-yl)-4-[4-(methylcarbamoyl)pyrazol-1-yl]phenyl]boronic acid formic acid salt C(=O)O.NC1=CN=NC2=CC(=CC=C12)C=1C=C(C=CC1N1N=CC(=C1)C(NC)=O)B(O)O